BrC=1C(=CC=2C3=C(C(=NC2C1F)SC)N=CN3[C@@H]3C[C@H](NCC3)CC(=O)O)Cl 2-((2S,4S)-4-(7-bromo-8-chloro-6-fluoro-4-(methylthio)-1H-imidazo[4,5-c]quinolin-1-yl)piperidin-2-yl)acetic acid